C(CCC)C1=C(C(=C(C(=N1)O)C(=O)N1CCC(CC1)OC1=CC=CC=C1)O)C1=C(C=CC=C1OC)OC 6-butyl-5-(2,6-dimethoxyphenyl)-3-(4-phenoxypiperidine-1-carbonyl)pyridine-2,4-diol